3-[4-[5-methyl-3-(4-pyridyl)-1H-pyrazol-4-yl]phenyl]benzenesulfonamide CC1=C(C(=NN1)C1=CC=NC=C1)C1=CC=C(C=C1)C=1C=C(C=CC1)S(=O)(=O)N